N-ethyl-N-(2-(4-fluoro-1H-indol-3-yl)ethyl)propan-2-amine C(C)N(C(C)C)CCC1=CNC2=CC=CC(=C12)F